NC\C=C(\CN1N=NC2=C1C=C(C=C2C=2C=C(C=CC2)S(=O)(=O)N(C)C)C(F)(F)F)/F (Z)-3-(1-(4-amino-2-fluorobut-2-en-1-yl)-6-(trifluoromethyl)-1H-benzo[d][1,2,3]triazol-4-yl)-N,N-dimethylbenzenesulfonamide